ClC1=NC=C(C(=C1)C1=C(C=NC(=C1)C)C(=O)NC=1SC2=C(N1)CN(C2)C(=O)C2CC(CCC2)OC(F)F)OC 2'-chloro-N-(5-(3-(difluoromethoxy)cyclohexane-1-carbonyl)-5,6-dihydro-4H-pyrrolo[3,4-d]thiazol-2-yl)-5'-methoxy-6-methyl-[4,4'-bipyridine]-3-carboxamide